C1(CC1)[NH-] cyclopropanylamide